NC1CCC(CC1)CN1C(\C(\C2=CC=C(C=C12)CCC(=O)NC)=C/C=1NC(=CC1C)C)=O 3-((Z)-1-(((1r,4r)-4-aminocyclohexyl)methyl)-3-((3,5-dimethyl-1H-pyrrol-2-yl)methylene)-2-oxoindol-6-yl)-N-methylpropanamide